Cl.N[C@H](CS)C(=O)O d-cysteine hydrochloride